COC(\C=C/C=C/C=C\CCC)=O.FC1=C(N)C(=C(C=C1OC([2H])([2H])[2H])OC([2H])([2H])[2H])F 2,6-difluoro-3,5-bis(methoxy-d3)aniline Methyl-(Z,E,Z)-2,4,6-decatrienoate